C[C@@H]1CN(C[C@@H](O1)C)C(=O)C=1C2=C(N(N1)CC(=O)N1CCC(CC1)C1=CC(=C(C=C1)C)C)CCC2 2-{3-[(2R,6S)-2,6-dimethylmorpholine-4-carbonyl]-5,6-dihydrocyclopenta[c]pyrazol-1(4H)-yl}-1-[4-(3,4-dimethylphenyl)piperidin-1-yl]ethan-1-one